(S)-1-chloro-3-(4-(2-(4-((R)-2-hydroxy-3-(5-(hydroxymethyl)-1H-1,2,3-triazol-1-yl)propoxy)phenyl)propan-2-yl)phenoxy)propan-2-ol ClC[C@H](COC1=CC=C(C=C1)C(C)(C)C1=CC=C(C=C1)OC[C@@H](CN1N=NC=C1CO)O)O